4-[1-(trifluoromethyl)cyclopropyl]phenol FC(C1(CC1)C1=CC=C(C=C1)O)(F)F